4-vinyl-1,3-dioxolane C(=C)C1OCOC1